6-methyl-N4-Pentylpyrimidine-2,4-diamine CC1=CC(=NC(=N1)N)NCCCCC